2'-chloro-N-(6-((1r,4r)-4-hydroxycyclohexyl)thiazolo[4,5-b]pyridin-2-yl)-5'-methoxy-6-methyl-[4,4'-bipyridine]-3-carboxamide ClC1=NC=C(C(=C1)C1=C(C=NC(=C1)C)C(=O)NC=1SC=2C(=NC=C(C2)C2CCC(CC2)O)N1)OC